O=C1NC(CCC1N1C(C2=CC=CC(=C2C1=O)NCC1=CC=C(C=C1)CN1CCC(CC1)N1CCOCC1)=O)=O 2-(2,6-dioxopiperidin-3-yl)-4-(4-((4-morpholinopiperidin-1-yl)methyl)benzylamino)isoindoline-1,3-dione